11-methylcyclodeca[3,4]benzo[1,2-b]oxetane CC=1C=CC=CC=CC2=C(C3=C(OC3)C=C2)C1